C(C)(C)(C)OC(=O)N1CCC(CC1)COC1=CC=C(C=C1)N1C(N(C(C1(C)C)=O)C=1C=NC(=C(C1)C(F)(F)F)C#N)=S 4-((4-(3-(6-Cyano-5-(trifluoromethyl)pyridin-3-yl)-5,5-dimethyl-4-oxo-2-thioxoimidazolidin-1-yl)phenoxy)methyl)piperidine-1-carboxylic acid tert-butyl ester